5,10,15,20-tetrakis(4-methoxyphenyl)porphyrine cobalt(II) [Co+2].COC1=CC=C(C=C1)C=1C2=CC=C(N2)C(=C2C=CC(C(=C3C=CC(=C(C=4C=CC1N4)C4=CC=C(C=C4)OC)N3)C3=CC=C(C=C3)OC)=N2)C2=CC=C(C=C2)OC